4-bromo-2-chloro-3-(methylthio)pyridine BrC1=C(C(=NC=C1)Cl)SC